(E)-3-fluoroacrylic acid F/C=C/C(=O)O